3-(4-(tert-butoxycarbonyl)phenyl)-4-(hydroxymethyl)piperidine-1-carboxylic acid tert-butyl ester C(C)(C)(C)OC(=O)N1CC(C(CC1)CO)C1=CC=C(C=C1)C(=O)OC(C)(C)C